FC(C(=O)NNC(=O)C1=CC(=C(CN(S(=O)(=O)C)C2=C(C=CC=C2)OC)C=C1)F)F N-(4-(2-(2,2-difluoroacetyl)hydrazine-1-carbonyl)-2-fluorobenzyl)-N-(2-methoxyphenyl)methanesulfonamide